1-chloromethyl-4-fluoro-1,4-diazoniabicyclo[2.2.2]octane bis(tetrafluoroborate) salt F[B-](F)(F)F.F[B-](F)(F)F.ClC[N+]12CC[N+](CC1)(CC2)F